C(CC(O)(C(=O)OCC=C)CC(=O)OCC=C)(=O)OCC=C citric acid, triallyl ester